neroate C(\C=C(\C)/CCC=C(C)C)(=O)[O-]